ClC1=CC=C(C=C1)S(=O)(=O)CCC1=CC=C(C=C1)OC 1-chloro-4-(((4-methoxyphenyl)ethyl)sulfonyl)benzene